tert-butyl 4-oxo-2-(1-(5-(trifluoromethyl)pyridin-3-yl)cyclopropyl)-5,7,8,9-tetrahydro-3H-pyrimido[5,4-c]azepine-6(4H)-carboxylate O=C1NC(=NC2=C1CN(CCC2)C(=O)OC(C)(C)C)C2(CC2)C=2C=NC=C(C2)C(F)(F)F